tert-Butyl 2-[(4S)-4-[3-(2,4-dioxohexahydropyrimidin-1-yl)-1-methyl-indazol-6-yl]-3,3-difluoro-1-piperidyl]acetate O=C1N(CCC(N1)=O)C1=NN(C2=CC(=CC=C12)[C@H]1C(CN(CC1)CC(=O)OC(C)(C)C)(F)F)C